[(prop-2-yn-1-yloxy)methyl]benzene C(C#C)OCC1=CC=CC=C1